C(C)OC1=NC2=C(C3=CC(=C(C=C13)F)F)C1=CC=C(C=C1C2(C)C)C 5-ethoxy-2,3-difluoro-7,7,9-trimethyl-7H-indeno[2,1-c]isoquinoline